FC(S(=O)(=O)OC1CCC(C=C1)C1=CC=CC=C1)(F)F 4-tetrahydro-[1,1'-biphenyl]-yl trifluoromethanesulfonate